CCCCCCCC/C=C\CCCCCCCCCCCC(=O)OC[C@H](COP(=O)([O-])OCC[N+](C)(C)C)OC(=O)CCCCCCC/C=C\CCCCCCCC 1-(13Z-docosenoyl)-2-(9Z-octadecenoyl)-sn-glycero-3-phosphocholine